C(CC1=CC=CC=C1)C=1C=2CC[C@H]3N(C2N=CC1)CCNC3 (R)-4-phenethyl-6,6a,7,8,9,10-hexahydro-5H-pyrazino[1,2-a][1,8]naphthyridine